ClCC1=CC=C(C=C1)N1C(=NC=2C1=NC(=CC2)C=2C=NC(=CC2)OC2CC2)C=2C(=NC=CC2)N 3-(3-(4-(chloromethyl)phenyl)-5-(6-cyclopropoxypyridin-3-yl)-3H-imidazo[4,5-b]pyridin-2-yl)pyridin-2-amine